(R)-3-methyl-4-(7-(4-(methylsulfonyl)phenyl)-2-(1H-pyrrolo[2,3-b]pyridin-4-yl)thieno[3,2-d]pyrimidin-4-yl)morpholine C[C@H]1N(CCOC1)C=1C2=C(N=C(N1)C1=C3C(=NC=C1)NC=C3)C(=CS2)C2=CC=C(C=C2)S(=O)(=O)C